6-((4,6-dimethyl-2-oxo-1,2-dihydropyridin-3-yl)methyl)-2-(trans-4-(dimethylamino)cyclohexyl)-2-methyl-7,8-dihydro-[1,3]dioxolo[4,5-g]isoquinolin-5(6H)-one CC1=C(C(NC(=C1)C)=O)CN1C(C=2C=C3C(=CC2CC1)OC(O3)(C)[C@@H]3CC[C@H](CC3)N(C)C)=O